(S)-3-(2-fluoro-5-(trifluoromethoxy)phenyl)-1-(3-hydroxy-3-methylbutan-2-yl)-N-(3-methyl-1,1-dioxidothietan-3-yl)-1H-pyrazolo[4,3-b]pyridine-6-carboxamide FC1=C(C=C(C=C1)OC(F)(F)F)C1=NN(C=2C1=NC=C(C2)C(=O)NC2(CS(C2)(=O)=O)C)[C@@H](C)C(C)(C)O